(R)-3-(2-(4-(3-chlorophenyl)piperazin-1-yl)ethyl)-8-(dimethylglycyl)-2,8-diazaspiro[4.5]decan-1-one ClC=1C=C(C=CC1)N1CCN(CC1)CC[C@@H]1NC(C2(C1)CCN(CC2)C(CN(C)C)=O)=O